C(C=C)(=O)NC=1C=CC(=C(C(=O)O)C1)C(N(CCOC)CC1CCCCC1)=O 5-acrylamido-2-((cyclohexylmethyl)(2-methoxyethyl)carbamoyl)benzoic acid